Cl.FC([C@@H](NC)C1=CC=C(C=C1)N1CCCC2=C(C=NC=C12)OC)(F)F (1S)-2,2,2-trifluoro-1-[4-(5-methoxy-3,4-dihydro-2H-1,7-naphthyridin-1-yl)phenyl]-N-methyl-ethanamine hydrochloride